methyl 4-((7-phenyl-2-(4-(prop-2-yn-1-yloxy)phenyl)imidazo[1,2-a]pyridin-3-yl)amino)benzoate C1(=CC=CC=C1)C1=CC=2N(C=C1)C(=C(N2)C2=CC=C(C=C2)OCC#C)NC2=CC=C(C(=O)OC)C=C2